(3-(dimethylamino)azetidin-1-yl)methanone tert-butyl-(S)-((1-(6-chloro-4-isopropyl-2,7-naphthyridin-1-yl)pyrrolidin-2-yl)methyl)(methyl)carbamate C(C)(C)(C)OC(N(C)C[C@H]1N(CCC1)C1=NC=C(C2=CC(=NC=C12)Cl)C(C)C)=O.CN(C1CN(C1)C=O)C